ClC1=C(C=C(CNC(C(C)C)=O)C=C1)C=1NC(C=C(N1)C1=CC=C(C=C1)C#CC1=NC=CC=C1)=O N-(4-chloro-3-{6-oxo-4-[4-(pyridin-2-ylethynyl)phenyl]-1,6-dihydropyrimidin-2-yl}benzyl)isobutyramide